5-ethyl-2-(5-isopropyl-5-methyl-4-oxo-4,5-dihydro-1H-imidazol-2-yl)-N-phenylnicotinamide C(C)C=1C=NC(=C(C(=O)NC2=CC=CC=C2)C1)C=1NC(C(N1)=O)(C)C(C)C